tert-butyl (3R)-1-(2-(3-cyano-1H-pyrrol-1-yl)-4-(4-fluorophenyl)cyclopentyl)piperidin-3-ylcarbamate C(#N)C1=CN(C=C1)C1C(CC(C1)C1=CC=C(C=C1)F)N1C[C@@H](CCC1)NC(OC(C)(C)C)=O